CN(CCN(CCO)C)C N,N,N'-trimethyl-N'-(2-hydroxyethyl)ethylenediamine